C(C)(C)C1=C(C=CC=C1)C1=NC=2N(C(C=NC2C=N1)=O)CC1=CC=C(C=C1)C=1N(C=C(N1)C(F)(F)F)C 2-(2-isopropylphenyl)-8-(4-(1-methyl-4-(trifluoromethyl)-1H-imidazol-2-yl)benzyl)pteridin-7(8H)-one